(2S)-2-[[(2S)-2-amino-4-[5-[bis(2-chloroethyl)amino]-1-methyl-benzimidazol-2-yl]butanoyl]amino]-4-methyl-pentanoic acid isopropyl ester dihydrochloride Cl.Cl.C(C)(C)OC([C@H](CC(C)C)NC([C@H](CCC1=NC2=C(N1C)C=CC(=C2)N(CCCl)CCCl)N)=O)=O